Cl.COC1=C2CNCC2=CC=C1 4-methoxy-2,3-dihydro-1H-isoindole hydrochloride